ClC=1C=C(C=C2C(C=C(OC12)C1=CC=C(OCCOC2CC(C2)C(=O)O)C=C1)=O)C1CC1 3-[2-[4-(8-chloro-6-cyclopropyl-4-oxo-chromen-2-yl)phenoxy]ethoxy]cyclobutanecarboxylic acid